COC1=NC(=NC=C1)NNC(=O)N1C[C@@H](CCC1)NC(OCC1=CC=CC=C1)=O Benzyl N-[(3R)-1-[[(4-methoxypyrimidin-2-yl)amino]carbamoyl]-3-piperidyl]carbamate